FC=1C=CC2=C(CN(S2)C)C1 5-fluoro-2-methylbenzo[d]isothiazole